5-(4-(cyclopentyloxy)-3-nitrophenyl)isothiazole C1(CCCC1)OC1=C(C=C(C=C1)C1=CC=NS1)[N+](=O)[O-]